tricyclohexyltin 5-bromosalicylate BrC1=CC=C(C(C(=O)[O-])=C1)O.C1(CCCCC1)[Sn+](C1CCCCC1)C1CCCCC1